C(C)OC(=O)N1C[C@@H](N(CC1)C=1C2=C(N=CN1)N(C=C2C2=C(C=CC=C2)F)C2=NC=CC(=C2)C#N)C (S)-4-(7-(4-cyanopyridin-2-yl)-5-(2-fluorophenyl)-7H-pyrrolo[2,3-d]pyrimidin-4-yl)-3-methylpiperazine-1-carboxylic acid ethyl ester